C(C)C1CCC(CC1)NC(=O)C=1C=CC2=C(C=3N(CCO2)C=NC3)C1 N-(4-Ethylcyclohexyl)-5,6-dihydrobenzo[f]imidazo[1,5-d][1,4]oxazepine-10-carboxamide